C(C)OC(=O)C=1N=NSC1C 5-methyl-1,2,3-thiadiazole-4-carboxylic acid ethyl ester